ClC1=C(C=CC(=C1)CN(C)C)N1C=NC(=C1)C1=NC(=NC=C1C(F)(F)F)N[C@@H]1[C@@H](CN(CC1)S(=O)(=O)C)C 4-(1-(2-Chloro-4-((dimethylamino)methyl)phenyl)-1H-imidazol-4-yl)-N-((3R,4S)-3-methyl-1-(methylsulfonyl)piperidin-4-yl)-5-(trifluoromethyl)pyrimidin-2-amine